6-ethoxy-2-(4-ethyl-2-fluoro-6-methylphenyl)-2,5-dihydro-4H-pyrazolo[3,4-d]pyrimidin-4-one C(C)OC=1NC(C=2C(N1)=NN(C2)C2=C(C=C(C=C2C)CC)F)=O